O[C@H]1COCC1 (R)-3-hydroxy-tetrahydrofuran